N1=NNC(C=2C1=CNN2)=O 3,6-dihydro-4H-pyrazolo[4,3-d][1,2,3]triazin-4-one